(1-((((1H-imidazol-5-yl)methyl)amino)methyl)cyclopropyl)methanol N1C=NC=C1CNCC1(CC1)CO